(1R-trans)-2,4-dihydroxy-3-[3-methyl-6-(1-methyl-vinyl)-2-cyclohexen-1-yl]-6-pentyl-benzoic acid OC1=C(C(=O)O)C(=CC(=C1[C@@H]1C=C(CC[C@H]1C(=C)C)C)O)CCCCC